1,3,5-tribromo-2-methoxybenzene BrC1=C(C(=CC(=C1)Br)Br)OC